o-cresolglycidyl ether tert-butyl-3a-(1-(4-fluorophenyl)-6-methyl-1H-indazol-5-yl)-5-methoxy-5-phenylhexahydrocyclopenta[c]pyrrole-2(1H)-carboxylate C(C)(C)(C)OC(=O)N1CC2C(C1)(CC(C2)(C2=CC=CC=C2)OC)C=2C=C1C=NN(C1=CC2C)C2=CC=C(C=C2)F.C=2(C(=CC=CC2O)C2C(COCC1C(O1)C=1C(=C(C=CC1)O)C)O2)C